tetravinyl-cyclotrisiloxane C(=C)[Si]1(O[Si](O[SiH2]O1)(C=C)C=C)C=C